(S)-2-((((9H-fluoren-9-yl)methoxy)carbonyl)(methyl)amino)-6-(allyloxy)-6-oxohexanoic acid C1=CC=CC=2C3=CC=CC=C3C(C12)COC(=O)N([C@H](C(=O)O)CCCC(=O)OCC=C)C